CC(C(=O)O[C@@H]1CCC2=C(C=C(C=C12)Cl)S(NC1=CC(=C(C=C1)F)C=1C=C2C=NC(=NC2=CC1)NC1CCNCC1)(=O)=O)(C)C (1R)-6-chloro-4-({4-fluoro-3-[2-(piperidin-4-ylamino)quinazolin-6-yl]phenyl}sulfamoyl)-2,3-dihydro-1H-inden-1-yl 2,2-dimethylpropanoate